Tert-butyl (R)-4-(6-((4-cyano-2-fluorobenzyl)oxy)pyridin-2-yl)-3-methylpiperazin-1-carboxylate C(#N)C1=CC(=C(COC2=CC=CC(=N2)N2[C@@H](CN(CC2)C(=O)OC(C)(C)C)C)C=C1)F